(1R,2S,5R)-N-cyclopropyl-5-methyl-2-isopropylcyclohexanecarboxamide C1(CC1)NC(=O)[C@H]1[C@@H](CC[C@H](C1)C)C(C)C